pyridazin-3-yl-phenol hydrochloride Cl.N1=NC(=CC=C1)C1=C(C=CC=C1)O